fluorobenzene-1,2-diol FC1=C(C(=CC=C1)O)O